(R)-4-[4-(1-acetamidoethyl)phenylamino]-7-methoxy-6-acetoxyquinazoline indoline-1-carboxylate N1(CCC2=CC=CC=C12)C(=O)O.C(C)(=O)N[C@H](C)C1=CC=C(C=C1)NC1=NC=NC2=CC(=C(C=C12)OC(C)=O)OC